tert-Butyl 6-(7-oxoazepan-3-yl)oxypyridine-3-carboxylate O=C1CCCC(CN1)OC1=CC=C(C=N1)C(=O)OC(C)(C)C